COC=1C=C(C=CC1OC)C=1C=C(N(S(N1)(=O)=O)C(C)C)C(=O)NC1=NC(=CC=C1)F 5-(3,4-dimethoxyphenyl)-N-(6-fluoropyridin-2-yl)-1,1-dioxo-2-(propan-2-yl)-2H-1λ6,2,6-thiadiazine-3-carboxamide